NC1=NC=2C=C(C(=CC2C2=C1C=NN2C)C(=O)N2N(CC(C2)C)C2=C(C#N)C=CC=N2)C 2-(2-(4-amino-1,7-dimethyl-1H-pyrazolo[4,3-c]quinoline-8-carbonyl)-4-methylpyrazolidin-1-yl)nicotinonitrile